1-ethylcyclopropan-1-ol C(C)C1(CC1)O